4-(4-(3-aminopropyl)piperazin-1-yl)-2-(2,6-dioxopiperidin-3-yl)isoindoline-1,3-dione NCCCN1CCN(CC1)C1=C2C(N(C(C2=CC=C1)=O)C1C(NC(CC1)=O)=O)=O